CNCCC[Si](O)(O)O N-methyl-3-aminopropylsilanetriol